BrC1=CC=CC=2OC3=C(C21)C=CC=C3 1-bromodibenzo[b,d]-furan